ClC1=CC(=C2C(=N1)N(C=C2C#N)COCC[Si](C)(C)C)C2CC2 6-chloro-4-cyclopropyl-1-((2-(trimethylsilyl)ethoxy)methyl)-1H-pyrrolo[2,3-b]pyridine-3-carbonitrile